tert-butyl ((2-(((2S*,3S*)-2-(3-((4,4-difluorocyclohexyl)amino)propyl)tetrahydrofuran-3-yl)oxy)-4-methylphenyl)sulfonyl)-L-prolinate FC1(CCC(CC1)NCCC[C@@H]1OCC[C@@H]1OC1=C(C=CC(=C1)C)S(=O)(=O)N1[C@@H](CCC1)C(=O)OC(C)(C)C)F |o1:11,15|